BrC=1C=CC=2N(C1)N=NN2 6-bromotetrazolo[1,5-a]pyridine